CN1CCC(CC1)CO (1-methylpiperidin-4-yl)-methanol